1,4-O-bis[(3-ethyloxetan-3-yl)methyl]-butane-1,4-diol C(C)C1(COC1)CC(CCCOCC1(COC1)CC)O